2,2-bis(2-tetrahydrofuranyl)propane O1C(CCC1)C(C)(C)C1OCCC1